4-(pyridin-2-ylmethyl)aniline N1=C(C=CC=C1)CC1=CC=C(N)C=C1